6'-(tert-butyl) 4a'-methyl 1'-(4-fluorophenyl)-1',4'-dihydrospiro[cyclopropane-1,8'-pyrazolo[3,4-g]isoquinoline]-4a',6'(5'H,7'H)-dicarboxylate FC1=CC=C(C=C1)N1N=CC2=C1C=C1C3(CN(CC1(C2)C(=O)OC)C(=O)OC(C)(C)C)CC3